3-butyl-3-methyl-7-(methylthio)-1,1-dioxido-5-phenyl-2,3,4,5-tetrahydro-1,5-benzothiazepin C(CCC)C1(CS(C2=C(N(C1)C1=CC=CC=C1)C=C(C=C2)SC)(=O)=O)C